The molecule is an ammonium ion derivative resulting from the protonation of the two tertiary amino groups of tilorone. It is a conjugate acid of a tilorone. CC[NH+](CC)CCOC1=CC2=C(C=C1)C3=C(C2=O)C=C(C=C3)OCC[NH+](CC)CC